[Ti].[Rh] rhodium-titanium